5-methyl-3-(pyridin-2-yl)-1H-pyrrolo[3,2-b]pyridin CC1=CC=C2C(=N1)C(=CN2)C2=NC=CC=C2